BrC1=C(C=CC=C1)N=C(C(OC)OC)C N-(2-bromophenyl)-1,1-dimethoxypropane-2-imine